tert-butyl (R)-4-(2-(3-(3-(6-(1H-pyrazol-4-yl)-1,2,3,4-tetrahydroisoquinoline-2-carbonyl)piperidin-1-yl)phenoxy)-2-methylpropanoyl)piperazine-1-carboxylate N1N=CC(=C1)C=1C=C2CCN(CC2=CC1)C(=O)[C@H]1CN(CCC1)C=1C=C(OC(C(=O)N2CCN(CC2)C(=O)OC(C)(C)C)(C)C)C=CC1